5-(3-methyl-1-benzofuran-2-yl)-2-isopropyl-1,3-benzenediol CC1=C(OC2=C1C=CC=C2)C=2C=C(C(=C(C2)O)C(C)C)O